C(=CCCCCCCCCCCCCCCCC)[N+](CC)(C)C octadecenyl-dimethyl-ethyl-ammonium